C1(=CC=C(C=C1)N(C1=CC=C(C=C1)NC1=CC=2C(C3=CC=CC=C3C2C=C1)(C)C)C1=CC=CC=C1)C1=CC=CC=C1 N1-([1,1'-biphenyl]-4-yl)-N4-(9,9-dimethyl-9H-fluoren-2-yl)-N1-phenylbenzene-1,4-diamine